3,3-bis[4-(4-aminophenoxy)phenyl]phthalide NC1=CC=C(OC2=CC=C(C=C2)C2(OC(=O)C3=CC=CC=C23)C2=CC=C(C=C2)OC2=CC=C(C=C2)N)C=C1